α-Methylprolin C[C@@]1(NCCC1)C(=O)O